(1-(3,4-Dimethylphenyl)ethane-1,2-diyl)bis(diphenylsilane) CC=1C=C(C=CC1C)C(C[SiH](C1=CC=CC=C1)C1=CC=CC=C1)[SiH](C1=CC=CC=C1)C1=CC=CC=C1